N-isopropyl-8-methylsulfonyl-5-[4-(trifluoromethyl)phenyl]naphthalene-2-carboxamide C(C)(C)NC(=O)C1=CC2=C(C=CC(=C2C=C1)C1=CC=C(C=C1)C(F)(F)F)S(=O)(=O)C